(3S,4S)-2-(2-(3-Acetyl-5-(2-methylpyrimidin-5-yl)-1H-indazol-yl)acetyl)-N-(6-bromo-3-methylpyridin-2-yl)-2-azabicyclo[2.2.1]heptane-3-carboxamide C(C)(=O)C1=NN(C2=CC=C(C=C12)C=1C=NC(=NC1)C)CC(=O)N1C2CC[C@H]([C@H]1C(=O)NC1=NC(=CC=C1C)Br)C2